C(C)(C)[Si](OC(C(=O)[O-])=CCCCC)(C(C)C)C(C)C ((triisopropylsilyl)oxy)hept-2-enoate